C(C)(=O)[C@@H]1N(CCC1)C(=O)C1(CC1)F (R)-(2-Acetylpyrrolidin-1-yl)(1-fluorocyclopropyl)methanone